N1C=C(C=C1)CNC(=O)C1=NC=CC2=C1NC1=CC(=CC=C21)F N-((1H-pyrrol-3-yl)methyl)-7-fluoro-9H-pyrido[3,4-b]indole-1-carboxamide